COC(=O)C1(CCCCC1)NC(CC1(C(NC2=C(C=CC=C12)C)=O)O)=O 1-(2-(3-Hydroxy-7-methyl-2-oxoindolin-3-yl)acetamido)cyclohexane-1-carboxylic acid methyl ester